4-[1-(4-amino-3-methyl-1H-pyrazolo[3,4-d]pyrimidin-1-yl)ethyl]-6-chloro-2-[1-(2,2-dimethylpropanoyl)azetidin-3-yl]-3-ethoxybenzonitrile NC1=C2C(=NC=N1)N(N=C2C)C(C)C2=C(C(=C(C#N)C(=C2)Cl)C2CN(C2)C(C(C)(C)C)=O)OCC